Bis(methylimino)bis(dimethylamino)tungsten (VI) CN=[W](N(C)C)(N(C)C)=NC